1-(7-(8-Ethyl-7-fluoro-3-hydroxynaphthalen-1-yl)-8-fluoro-2-(((2R,7aS)-2-fluorotetrahydro-1H-pyrrolizin-7a(5H)-yl)methoxy)pyrido[4,3-d]pyrimidin-4-yl)pyrrolidine-3-sulfonamide C(C)C=1C(=CC=C2C=C(C=C(C12)C1=C(C=2N=C(N=C(C2C=N1)N1CC(CC1)S(=O)(=O)N)OC[C@]12CCCN2C[C@@H](C1)F)F)O)F